4-(3-(2,5-dioxo-2,5-dihydro-1H-pyrrol-1-yl) propanamido)-2-iodophenyl sulfite S(=O)(OC1=C(C=C(C=C1)NC(CCN1C(C=CC1=O)=O)=O)I)[O-]